2-(5-((4-chlorophenyl)(hydroxy)methyl)-2-((S)-3-(5-fluoropyridin-2-ylamino)pyrrolidin-1-yl)phenyl)ethanol ClC1=CC=C(C=C1)C(C=1C=CC(=C(C1)CCO)N1C[C@H](CC1)NC1=NC=C(C=C1)F)O